CC1=CC=C(C=C1)S(=O)(=O)N[C@H](C(=O)NC1=CC=C(C=C1)N1CCOCC1)CC(=O)NC1=CC=C(C=C1)[N+](=O)[O-] (S)-2-(4-Methylphenylsulfonamido)-N1-(4-morpholinophenyl)-N4-(4-nitrophenyl)succinamide